N1(C[C@@H](CC1)C(=O)OCC1=CC=CC=C1)C(=O)OC(C)(C)C 3-benzyl 1-tert-butyl (3R)-pyrrolidine-1,3-dicarboxylate